N-[(1S)-1-[3-(5-aminopyridin-3-yl)phenyl]ethyl]-6-(4-chloro-3-fluorophenyl)-2-methylpyrimidin NC=1C=C(C=NC1)C=1C=C(C=CC1)[C@H](C)N1C(N=CC=C1C1=CC(=C(C=C1)Cl)F)C